COC(=O)C=1C=C2CCC(C2=CC1)OC1OCCCC1 ((tetrahydro-2H-pyran-2-yl)oxy)-2,3-dihydro-1H-indene-5-carboxylic acid methyl ester